C[C@@H]1N(C2=CC=CC=C2[C@@H](C1)NCC12CCC(CC1)(CC2)C(=O)O)C(CC)=O |o1:1,9| 4-((((2S*,4R*)-2-Methyl-1-propionyl-1,2,3,4-tetrahydroquinolin-4-yl)amino)methyl)bicyclo[2.2.2]octane-1-carboxylic acid